iodo-6-(1H-pyrazol-1-yl)imidazo[1,2-a]pyridine IC=1N=C2N(C=C(C=C2)N2N=CC=C2)C1